ClC1=CC=C(C=C1)C1=NN(C[C@@H]1C1=CC=CC=C1)/C(/NCCS(NC)(=O)=O)=N/S(=O)(=O)C1=CC=C(C=C1)Cl (S,E)-3-(4-chlorophenyl)-N'-((4-chlorophenyl)sulfonyl)-N-(2-(N-methylsulfamoyl)ethyl)-4-phenyl-4,5-dihydro-1H-pyrazole-1-carboximidamide